N-[(3-fluoropyridin-2-yl)methyl]-2-[(3R)-3-methyl-[1,4'-bipiperidin]-1'-yl]-1,3-thiazole-5-carboxamide FC=1C(=NC=CC1)CNC(=O)C1=CN=C(S1)N1CCC(CC1)N1C[C@@H](CCC1)C